methyl 5-methyl-1-{[2-(trimethylsilyl)ethoxy]methyl}-1H-pyrazole-3-carboxylate CC1=CC(=NN1COCC[Si](C)(C)C)C(=O)OC